NC(C(=O)OCC)C(=N)N ethyl 2,3-diamino-3-imino-propionate